C(C(C)(C)C)(=O)OCC=1[C@@H]2C([C@H]([C@H](C1)C1=C(C=C(C=C1OC)C(C)([C@@H](CCCCC)C1=CC=C(C=C1)F)C)OC)C2)(C)C ((1S,4S,5S)-4-(4-((S)-3-(4-fluorophenyl)-2-methyloctan-2-yl)-2,6-dimethoxyphenyl)-6,6-dimethylbicyclo[3.1.1]hept-2-en-2-yl)methyl pivalate